FC1([C@@H](C1)C(=O)NC=1C=CC(=NC1)C=1N=NN(C1NC(O[C@H](C)C=1C(=NC=CC1)Cl)=O)C)F (R)-1-(2-chloropyridin-3-yl)ethyl (4-(5-((S)-2,2-difluorocyclopropane-1-carboxamido)pyridin-2-yl)-1-methyl-1H-1,2,3-triazol-5-yl)carbamate